(S)-(1-(2-chlorothieno[2,3-d]pyrimidin-4-yl)pyrrolidin-2-yl)methanol ClC=1N=C(C2=C(N1)SC=C2)N2[C@@H](CCC2)CO